CC1=NN(C=C1C=O)C1=CC=CC=C1 (3-methyl-1-phenyl-1H-pyrazol-4-yl)methanone